3-((tert-butoxycarbonyl)amino)-4,4,4-trifluorobutyric acid C(C)(C)(C)OC(=O)NC(CC(=O)O)C(F)(F)F